(5-(2-aminopropyl)thiazol-2-yl)(4-(5-(trifluoromethyl)pyrimidin-2-yl)piperazin-1-yl)methanone NC(CC1=CN=C(S1)C(=O)N1CCN(CC1)C1=NC=C(C=N1)C(F)(F)F)C